[Na+].[Na+].C(C)C1CC(C(CC1)C(=O)[O-])C(=O)[O-] 4-ethylcyclohexane-1,2-dicarboxylic acid, disodium salt